(3-(4-(benzyloxy)-2-bromo-6-((tertbutyldimethylsilyl)oxy)phenyl)-3-methylbutoxy)(tert-butyl)dimethylsilane C(C1=CC=CC=C1)OC1=CC(=C(C(=C1)O[Si](C)(C)C(C)(C)C)C(CCO[Si](C)(C)C(C)(C)C)(C)C)Br